N-(5-chloro-6-methoxypyridin-3-yl)-1-(1-oxo-1,2-dihydroisoquinolin-5-yl)-5-(trifluoromethyl)-1H-pyrazole-4-carboxamide ClC=1C=C(C=NC1OC)NC(=O)C=1C=NN(C1C(F)(F)F)C1=C2C=CNC(C2=CC=C1)=O